C(C)(C)N([Si](O[SiH](C)C)(O[SiH](C)C)O[SiH](C)C)C(C)C 3-diisopropylamino-3-(dimethylsilyloxy)-1,1,5,5-tetramethyltrisiloxane